ClC1=C(C(=CC=C1)Cl)C=1N=C2C=3C=C(C=NC3C=CN2C1)C=1C=NN(C1)C1CCC(CC1)N (1r,4r)-4-(4-(2-(2,6-dichlorophenyl)imidazo[2,1-f][1,6]naphthyridin-9-yl)-1H-pyrazol-1-yl)cyclohexan-1-amine